2-(5-((2S,3S,4R,5R)-3,4-diacetoxy-5-(acetoxymethyl)tetrahydrofuran-2-yl)-2,4-diketo-3,4-dihydropyrimidin-1(2H)-yl)acetic acid C(C)(=O)O[C@H]1[C@@H](O[C@@H]([C@H]1OC(C)=O)COC(C)=O)C=1C(NC(N(C1)CC(=O)O)=O)=O